2-[(1S)-3-[(3S)-3-benzyloxybutoxy]-1-methyl-propyl]-4-bromo-triazole C(C1=CC=CC=C1)O[C@H](CCOCC[C@H](C)N1N=CC(=N1)Br)C